C(C)OC=1C(=C2C=NN(C2=CC1C)C1OCCCC1)B(O)O (5-ethoxy-6-methyl-1-(tetrahydro-2H-pyran-2-yl)-1H-indazol-4-yl)boronic acid